C(#N)C(C(=O)O)=C.C1(=CC=CC=C1)SC(CC)CCC 3-(phenylthio)hexane α-cyanoacrylate